F[P-](F)(F)(F)(F)F.CN(C)C(=[N+]1N=[N+](C2=NC=CC=C21)[O-])N(C)C 1-[Bis(dimethylamino)-methylene]-1H-1,2,3-triazolo[4,5-b]pyridinium 3-oxide hexafluorophosphate